ClC=1C=C2CCCC(C2=CC1)=O 6-chloro-3,4-Dihydronaphthalene-1(2H)-one